BrC1=C(C(=C2C=NC(=NC2=C1F)SC)F)Cl 7-bromo-6-chloro-5,8-difluoro-2-(methylthio)quinazolin